ClC=1C=C2C(=NC(=NC2=C(C1C1=CC=CC2=C1N=C(S2)N)F)N2CC1(C(CN1)(F)F)C2)N2CCNCC2 4-[6-chloro-2-(3,3-difluoro-1,6-diazaspiro[3.3]heptan-6-yl)-8-fluoro-4-piperazin-1-yl-quinazolin-7-yl]-1,3-benzothiazol-2-amine